(3aR,5s,6aS)-5-(2-((R)-1-hydroxyethyl)imidazo[4,5-d]pyrrolo[2,3-b]pyridin-1(6H)-yl)-N-(3-methoxy-1,2,4-thiadiazol-5-yl)hexahydrocyclopenta[c]pyrrole-2(1H)-carboxamide O[C@H](C)C1=NC=2C(=C3C(=NC2)NC=C3)N1C1C[C@@H]3[C@@H](CN(C3)C(=O)NC3=NC(=NS3)OC)C1